C(C)(C)(C)OC(=O)N1C2C3=CC=CC=C3C1C(CC2)=C.FC(N2C(C(OC(C2(F)F)(F)F)(F)F)(F)F)(F)F 4-(trifluoromethyl)perfluoromorpholin tert-Butyl-9-methylidene-12-azatricyclo[6.3.1.02,7]dodeca-2,4,6-triene-12-carboxylate